O=C1C=CC2=CC=CC3=CC=CC1=C23 1-oxo-1H-phenalene